[2H]C([2H])([2H])OS(=O)(=O)C1=CC(=CC=C1)[N+](=O)[O-] 3-nitrobenzenesulfonic acid-(1,1,1-trideuteromethyl) ester